4-(2-bromothiazolo[5,4-d]pyrimidin-7-yl)morpholine BrC=1SC=2N=CN=C(C2N1)N1CCOCC1